BrC1=C(OC2CC2)C=CC(=C1)F 1-(2-Bromo-4-fluorophenoxy)cyclopropane